(4,4'-bis[4-(di-p-tolylamino)styryl])Biphenyl C1(=CC=C(C=C1)N(C1=CC=C(C=CC2=CC=C(C=C2)C2=CC=C(C=C2)C=CC2=CC=C(C=C2)N(C2=CC=C(C=C2)C)C2=CC=C(C=C2)C)C=C1)C1=CC=C(C=C1)C)C